2-bromo-1-[imidazo[1,2-a]pyridin-2-yl]ethan-1-one BrCC(=O)C=1N=C2N(C=CC=C2)C1